2-ethyl-9,10-bis[2-carboxy(4-methyl-4-cyclohexenyl)]carbonyloxyanthracene C(C)C1=CC2=C(C3=CC=CC=C3C(=C2C=C1)OC(=O)C1C(CC(=CC1)C)C(=O)O)OC(=O)C1C(CC(=CC1)C)C(=O)O